6-(1H-pyrazol-5-yl)picolinic acid N1N=CC=C1C1=CC=CC(=N1)C(=O)O